6-tert-Butyl-N-(2-hydroxyphenyl)sulfonyl-2-(2,4,6-trimethylphenoxy)pyridin-3-carboxamid C(C)(C)(C)C1=CC=C(C(=N1)OC1=C(C=C(C=C1C)C)C)C(=O)NS(=O)(=O)C1=C(C=CC=C1)O